(5-chloropyrimidin-2-yl)-[4-(3,4-difluorophenyl)-2-(trifluoromethyl)pyrimidin-5-yl]methanol ClC=1C=NC(=NC1)C(O)C=1C(=NC(=NC1)C(F)(F)F)C1=CC(=C(C=C1)F)F